(S)-2-((2-(4-cyano-phenyl)propyl)-amino)-N-(5-(1,5-dimethyl-1H-pyrazol-4-yl)-pyridin-2-yl)-2-phenylacetamide C(#N)C1=CC=C(C=C1)C(CN[C@H](C(=O)NC1=NC=C(C=C1)C=1C=NN(C1C)C)C1=CC=CC=C1)C